FC=1C=C(C=CC1)C#CC=1C=C2CCC(C2=CC1)N1C[C@H]2C([C@H]2C1)C(=O)OCC ethyl (1R,5S,6r)-3-(5-((3-fluorophenyl)ethynyl)-2,3-dihydro-1H-inden-1-yl)-3-azabicyclo[3.1.0]hexane-6-carboxylate